3-fluoro-N-methylpyrrolidine FC1CN(CC1)C